COC=1C=C(C=NC1N1CCOCC1)C=O 5-methoxy-6-(morpholin-4-yl)pyridine-3-carbaldehyde